C(CCC)O[Al]OCCCC di(n-butoxy)aluminum